C(C)C=1C(NC=2C=C(C=NC2C1)CN1CCNCC1)=O 4-((7-ethyl-6-oxo-5,6-dihydro-1,5-naphthyridin-3-yl)methyl)piperazin